N-((6-(3-Chloro-4-isopropoxyphenyl)pyridazin-3-yl)methyl)-2-(1H-pyrazol-4-yl)-6-(trifluoromethyl)pyridin-4-amine ClC=1C=C(C=CC1OC(C)C)C1=CC=C(N=N1)CNC1=CC(=NC(=C1)C(F)(F)F)C=1C=NNC1